COC1=C2C(=CNC2=CC=C1)CC(=O)N(C([2H])([2H])[2H])C([2H])([2H])[2H] 2-(4-methoxy-1H-indol-3-yl)-N,N-bis(methyl-d3)acetamide